bis(trifluoroacetoxyl)iodobenzene methyl-2-[1-[6-methyl-2-morpholino-4-oxo-3-(tetrahydrofuran-3-ylmethyl)quinazolin-8-yl]ethylamino]benzoate COC(C1=C(C=CC=C1)NC(C)C=1C=C(C=C2C(N(C(=NC12)N1CCOCC1)CC1COCC1)=O)C)=O.FC(C(OC=1C(=C(C=CC1)I)OC(=O)C(F)(F)F)=O)(F)F